tert-butyl (2S,5R)-4-(2-(2-(cyclopropyl(imino)methyl) hydrazineyl)-1-(4-fluorophenyl)-2-oxoethyl)-2,5-dimethylpiperazine-1-carboxylate C1(CC1)C(NNC(C(C1=CC=C(C=C1)F)N1C[C@@H](N(C[C@H]1C)C(=O)OC(C)(C)C)C)=O)=N